COC(=O)C[N+](=O)[O-] Methyl nitro acetate